(4aR,8aS)-6-[3-[[4-(trifluoromethyl)phenyl]methoxy]azetidine-1-carbonyl]-4,4a,5,7,8,8a-hexahydropyrido[4,3-b][1,4]oxazin-3-one FC(C1=CC=C(C=C1)COC1CN(C1)C(=O)N1C[C@@H]2[C@@H](OCC(N2)=O)CC1)(F)F